C(C=C)O[C@@H]1C[C@H](N(CC1)C(=O)OC(C)(C)C)C1=C(C=C(C=C1)C(=O)OC)OCCC=C tert-butyl (2S,4S)-4-(allyloxy)-2-(2-(but-3-en-1-yloxy)-4-(methoxycarbonyl)phenyl)piperidine-1-carboxylate